1-(2-ethoxy-6-fluorobenzyl)piperazine, hydrochloride Cl.C(C)OC1=C(CN2CCNCC2)C(=CC=C1)F